C1(=CC=CC=C1)C=1N=C(NC1C1=CC=CC=C1)C1=CC=C(C=C1)C=1C2=C(OCC1)C=1C=CC=CC1C1=C2C(C2=CC=CC=C21)(C)C 4-(4,5-diphenyl-1H-imidazol-2-yl)phenyl-13,13-dimethyl-3H,13H-indeno[2',3':3,4]naphtho[1,2-b]pyran